FC=1C=C(C=CC1F)NC(=O)NC1=CC(=C(C=C1)OC)C=1N(N=CC1F)C 1-(3,4-Difluoro-phenyl)-3-[3-(4-fluoro-2-methyl-2H-pyrazol-3-yl)-4-methoxyphenyl]-urea